ClC=1C=C2C(OCC=3C=C(N=CC3C=3C=CC(=C(NS(C(C1O)=C2)(=O)=O)C3)C#N)F)=O 13-chloro-5-fluoro-14-hydroxy-10,16,16-trioxo-9-oxa-16λ6-thia-4,17-diazatetracyclo[16.3.1.111,15.02,7]tricosa-1(22),2(7),3,5,11,13,15(23),18,20-nonaene-19-carbonitrile